Cl.CN1C=NC2=C1C=C(C=C2)[C@H](C)N (S)-1-(1-methyl-1H-benzo[d]imidazol-6-yl)ethan-1-amine hydrochloride